2,3-dioleoyloxy-propyl-trimethylammonium chloride [Cl-].C(CCCCCCC\C=C/CCCCCCCC)(=O)OC(C[N+](C)(C)C)COC(CCCCCCC\C=C/CCCCCCCC)=O